tert-butyl (S)-(1-((3-(3-((3-carbamoyl-5-cyclopropyl-6-((tetrahydro-2H-pyran-4-yl)amino)pyrazin-2-yl)amino)phenoxy)propyl)amino)-1-oxopropan-2-yl)(methyl)carbamate C(N)(=O)C=1C(=NC(=C(N1)C1CC1)NC1CCOCC1)NC=1C=C(OCCCNC([C@H](C)N(C(OC(C)(C)C)=O)C)=O)C=CC1